[I-].C1=CC=CC2=CC3=CC=CC=C3C(=C12)N1C[NH+](C=C1)CCCCCCCC 1-(anthracen-9-yl)-3-octyl-2H-imidazol-3-ium iodide